(2R,3S,4R,5S)-5-(4-aminopyrrolo[2,1-f][1,2,4]triazin-7-yl-5-d)-2-azido-2-(hydroxymethyl)tetrahydrofuran-3,4-diol NC1=NC=NN2C1=C(C=C2[C@H]2[C@@H]([C@@H]([C@](O2)(CO)N=[N+]=[N-])O)O)[2H]